Cl.C(C1=CC=CC=C1)(=O)NC1=CC=C2C(=N1)C(=CN2)C2CCN(C=C2)C(C)(C)C 5-benzoylamino-3-(1-(tert-butyl)-1,2,3,4-tetrahydro-pyridin-4-yl)pyrrolo[3,2-b]pyridine hydrochloride